1,5-dihydro-6H-pyrazolo[4,3-c]pyridazin-6-one N1N=CC2=NNC(C=C21)=O